4-[2-(8-chloro-4-oxo-chromen-2-yl)-5-(trifluoromethoxy)phenoxy]butanoic acid ClC=1C=CC=C2C(C=C(OC12)C1=C(OCCCC(=O)O)C=C(C=C1)OC(F)(F)F)=O